C(C)S(=O)(=O)NC1=C(C(=C(C=C1)C1=C2C(=NC=C1)NC=C2)C)F 4-(4-(ethylsulfonamido)-3-fluoro-2-methylphenyl)-1H-pyrrolo[2,3-b]pyridin